N-(5-(2,2-dimethyl-2,3-dihydro-[1,4]dioxino[2,3-b]pyridin-6-yl)-4-((4-(3-methyl-morpholino)-6-(methylsulfonyl)pyridin-2-yl)amino)-pyridin-2-yl)acetamide CC1(OC=2C(=NC(=CC2)C=2C(=CC(=NC2)NC(C)=O)NC2=NC(=CC(=C2)N2C(COCC2)C)S(=O)(=O)C)OC1)C